OCN1CN(C(C1O)O)CO 1,3-dihydroxymethyl-4,5-dihydroxyimidazolidine